OC[C@H]1O[C@H]([C@@H]([C@@H]1O)O)N1C2=NC=NC(=C2N=C1)NC(C)C (2R,3S,4R,5R)-2-(hydroxymethyl)-5-(6-(isopropylamino)-9H-purin-9-yl)tetrahydrofuran-3,4-diol